(2S)-1-fluoro-2-[(1R)-1-methyl-1,2,3,4-tetrahydroisoquinolin-5-yl]propan-2-ol hydrochloride Cl.FC[C@@](C)(O)C1=C2CCN[C@@H](C2=CC=C1)C